ethyl formylmethanoate C(=O)C(=O)OCC